Cl.N1=NC(=NN=C1)C1=CC=C(C=C1)CN (4-(1,2,4,5-tetrazin-3-yl)phenyl)methylamine hydrochloride